2-(5-methyl-1H-pyrazol-3-yl)-1-p-toluenesulfonyl-1H-pyrrole CC1=CC(=NN1)C=1N(C=CC1)S(=O)(=O)C1=CC=C(C)C=C1